3-(4-methylimidazol-1-yl)benzoic acid methyl ester COC(C1=CC(=CC=C1)N1C=NC(=C1)C)=O